COC1=CC=C(CN2C(N(CC23CCN(CC3)C3=C2N=CNC2=NC=N3)CC(=O)NC3=CC=C(C=C3)C(F)(F)F)=O)C=C1 2-(1-(4-methoxybenzyl)-2-oxo-8-(9H-purin-6-yl)-1,3,8-triazaspiro[4.5]decan-3-yl)-N-(4-(trifluoromethyl)phenyl)acetamide